silicon germanium carbon bismuth [Bi].[C].[Ge].[Si]